tert-butyl-4-[4-[(4-fluorophenyl)methylcarbamoyl]phenyl]piperazine C(C)(C)(C)N1CCN(CC1)C1=CC=C(C=C1)C(NCC1=CC=C(C=C1)F)=O